C(#N)C1=C(C=C(C(=N1)N1CCN(CC1)C(=O)OC(C)(C)C)OC)[N+](=O)[O-] tert-butyl 4-(6-cyano-3-methoxy-5-nitro-2-pyridyl)piperazine-1-carboxylate